(3,5-dichloropyrazolo[1,5-a]pyrimidin-7-yl)(4-(pyridin-2-yl)benzyl)carbamic acid tert-butyl ester C(C)(C)(C)OC(N(CC1=CC=C(C=C1)C1=NC=CC=C1)C1=CC(=NC=2N1N=CC2Cl)Cl)=O